FC1=CC=C(C=C1)C=1N=C(C2=CC=CC=C2C1)C 3-(4-fluorophenyl)-1-methylisoquinoline